CCCCC/C=C\C/C=C\CCCCCCCCCCCC(=O)O[C@H](COC(=O)CCC/C=C\C/C=C\C/C=C\C/C=C\CCCCC)COP(=O)(O)OC[C@@H](C(=O)O)N 1-(5Z,8Z,11Z,14Z-eicosatetraenoyl)-2-(13Z,16Z-docosadienoyl)-glycero-3-phosphoserine